S1CSC=C1 1,3-dithiolene